8-[4-methoxy-chloro-2-hydroxybenzoyl-amino]octanoic acid COC1=CC(=C(C(=O)N(CCCCCCCC(=O)O)Cl)C=C1)O